ClC1(C(=C(C(NC1=O)=O)C#N)C)Cl 5,5-dichloro-3-cyano-4-methylpyridine-2,6(1H)dione